2,8-dimethyl-5-[[2-[3-([1,2,4]triazolo[4,3-a]pyridin-7-yl)propyl]-2-azaspiro[3.3]heptan-6-yl]oxy]isoquinolin-1-one CN1C(C2=C(C=CC(=C2C=C1)OC1CC2(CN(C2)CCCC2=CC=3N(C=C2)C=NN3)C1)C)=O